BrC1=CC=C(C(=O)C=2C3=C(N4C2NCCC4)C(=NC(=C3F)F)F)C=C1 10-(4-bromobenzoyl)-6,8,9-trifluoro-1,2,3,4-tetrahydropyrido[4',3':4,5]pyrrolo[1,2-a]pyrimidine